CC1=C(C(=O)O)C=C[N+](=C1)[O-] methylisonicotinic acid-N-oxide